C(CCC)[Si](C1=CC=CC=C1)(C1=CC=CC=C1)O[C@H]1[C@@H]2[C@H](OC1)[C@@H](CO2)OC butyl(((3R,3aS,6R,6aR)-6-methoxyhexahydrofuro[3,2-b]furan-3-yl)oxy)diphenylsilane